C1(=CC=CC=C1)P(C)(C1=CC=CC=C1)(C1=CC=CC=C1)Cl triphenyl-methyl-phosphorus chloride